Pyridin-2,4(1H,3H)-dione N1C(CC(C=C1)=O)=O